2-(1-(2-hydroxy-2-methylpropyl)-1H-pyrazol-4-yl)imidazo[4,5-d]Azole OC(CN1N=CC(=C1)C=1N=C2C(=CC=N2)N1)(C)C